5-((2-oxo-2H-[1,2'-bipyridin]-3-yl)amino)pyrazole O=C1N(C=CC=C1NC1=CC=NN1)C1=NC=CC=C1